C(C)(C)(C)O[Si](OC(C)=O)(OC(C)=O)OC(C)(C)C di-t-butoxy-diacetoxysilane